(S)-N-(3-(5-(3-bromoprop-1-yn-1-yl)pyridin-2-yl)prop-2-yn-1-yl)-2-(4-(4-chlorophenyl)-2,3,9-trimethyl-6H-thieno[3,2-f][1,2,4]triazolo[4,3-a][1,4]diazepin-6-yl)acetamide BrCC#CC=1C=CC(=NC1)C#CCNC(C[C@H]1C=2N(C3=C(C(=N1)C1=CC=C(C=C1)Cl)C(=C(S3)C)C)C(=NN2)C)=O